OC=1C=C(C(=O)[O-])C=CC1O.[Mn+2].OC=1C=C(C(=O)[O-])C=CC1O manganese 3,4-dihydroxybenzoate